COC1=CC=C(CNS(=O)(=O)C=2C=CC=3N(C2)C=CN3)C=C1 N-(4-Methoxybenzyl)imidazo[1,2-a]pyridine-6-sulfonamide